1-(7-(8-Ethyl-7-fluoro-3-hydroxy-naphthalen-1-yl)-8-fluoro-2-(((2R,7aS)-2-fluorotetrahydro-1H-pyrrolizin-7a(5H)-yl)methoxy)pyrido[4,3-d]pyrimidin-4-yl)azepane-3-sulfonamide C(C)C=1C(=CC=C2C=C(C=C(C12)C1=C(C=2N=C(N=C(C2C=N1)N1CC(CCCC1)S(=O)(=O)N)OC[C@]12CCCN2C[C@@H](C1)F)F)O)F